FC1=NC=C(C(=C1)N1CC(OCC1)C=C)[N+](=O)[O-] 4-(2-fluoro-5-nitropyridin-4-yl)-2-vinylmorpholine